tert-Butyl (2-(3-bromo-4-chlorophenyl)-2-phenylethyl)(propyl)carbamate BrC=1C=C(C=CC1Cl)C(CN(C(OC(C)(C)C)=O)CCC)C1=CC=CC=C1